4-methoxyphenyl-acryloylamide COC1=CC=C(C=C1)[N-]C(C=C)=O